ClC=1C=CC2=C(N(CC(O2)C(=O)NC23CC(C2)(C3)NC(COC3=CC(=C(C=C3)Cl)F)=O)C(CCSC)=O)C1 6-chloro-N-{3-[2-(4-chloro-3-fluorophenoxy)acetamido]bicyclo[1.1.1]pentan-1-yl}-4-[3-(methylsulfanyl)propanoyl]-3,4-dihydro-2H-1,4-benzoxazine-2-carboxamide